FC=1C(=NC=C(C1)F)CN1[C@H]2[C@H](NC[C@@H]1CC2)C |o1:10,11,14| rel-(1R,2R,5S)-8-((3,5-difluoropyridin-2-yl)methyl)-2-methyl-3,8-diazabicyclo[3.2.1]octane